BrC1=C(C(=CC(=C1)Cl)C(F)(F)F)I 1-bromo-5-chloro-2-iodo-3-(trifluoromethyl)benzene